5-chloro-2-(8-oxa-5-azaspiro[3.5]nonan-5-yl)pyridin-4-amine ClC=1C(=CC(=NC1)N1C2(CCC2)COCC1)N